tert-butyl 7-(3-bromo-2-chloro-5-cyanophenyl)-8-methyl-2,7-diazaspiro[4.4]nonane-2-carboxylate BrC=1C(=C(C=C(C1)C#N)N1CC2(CCN(C2)C(=O)OC(C)(C)C)CC1C)Cl